C(CCCCCCCCCCCO)O Dodecane-1,12-diol